tert-butyl N-[4-[(3-nitro-6-phenyl-2-pyridyl)amino]phenyl]carbamate [N+](=O)([O-])C=1C(=NC(=CC1)C1=CC=CC=C1)NC1=CC=C(C=C1)NC(OC(C)(C)C)=O